C12OCC(C2OCC1O)O 2,6-dioxabicyclo[3.3.0]octane-4,8-diol